CC(C)NC[C@H](C1=CC(=CC(=C1)O)O)O.CC(C)NC[C@H](C1=CC(=CC(=C1)O)O)O.OS(=O)(=O)O The molecule is an alkylammonium sulfate obtained by combining (S)-orciprenaline and sulfuric acid in a 2:1 ratio. It contains a (S)-orciprenaline(1+). It is an enantiomer of a (R)-orciprenaline sulfate.